ClCC(=O)N(C)C[C@H](C)NC(OC(C)(C)C)=O tert-butyl (S)-[1-(2-chloro-N-methylacetamido)propan-2-yl]carbamate